decyl-methyl-ammonium iodide [I-].C(CCCCCCCCC)[NH2+]C